5-chloro-2-(Piperidin-4-yl)benzo[d]thiazole ClC=1C=CC2=C(N=C(S2)C2CCNCC2)C1